2-(((2R,3R,4R,5R)-5-(6-amino-9H-purin-9-yl)-4-fluoro-3-hydroxytetra-hydrofuran-2-yl)methoxy)-2-benzylmalonic acid NC1=C2N=CN(C2=NC=N1)[C@H]1[C@@H]([C@@H]([C@H](O1)COC(C(=O)O)(C(=O)O)CC1=CC=CC=C1)O)F